3-(3,8-Diazabicyclo[3.2.1]oct-3-ylmethyl)-2-(4-isopropylphenyl)imidazo[1,2-a]pyridin-Dihydrochlorid Cl.Cl.C12CN(CC(CC1)N2)CC2=C(N=C1N2C=CC=C1)C1=CC=C(C=C1)C(C)C